(2E)-4-(dimethylamino)-1-[2-(2-fluoro-4-methoxyphenyl)-3-(pyridin-4-yl)-6,7-dihydropyrazolo[1,5-a]pyrazin-5(4H)-yl]but-2-en-1-one CN(C/C=C/C(=O)N1CC=2N(CC1)N=C(C2C2=CC=NC=C2)C2=C(C=C(C=C2)OC)F)C